(3-chloro-4-fluorophenyl)-7-methoxy-6-(3-morpholinopropoxy)quinazolin-4-amine ClC=1C=C(C=CC1F)C1=NC2=CC(=C(C=C2C(=N1)N)OCCCN1CCOCC1)OC